7-bromo-1-methyl-3-({[(3S)-1-(6-methylpyridin-3-yl)piperidin-3-yl]amino}methyl)-1,4-dihydroquinolin-4-one BrC1=CC=C2C(C(=CN(C2=C1)C)CN[C@@H]1CN(CCC1)C=1C=NC(=CC1)C)=O